phenanthren-3-ylboronic acid C1=CC(=CC=2C3=CC=CC=C3C=CC12)B(O)O